C=CCCCCCCC(CCCCCCCC)OC(CCCCCCCN(CCCCCC(OCCCCCCCCCCC)=O)CCO)=O.ClC=1C(=CC(=C(C(=O)NC2=CC(=NC=C2)SC)C1)F)C(F)(F)F 5-chloro-2-fluoro-N-(2-(methylthio)pyridin-4-yl)-4-(trifluoromethyl)benzamide heptadecen-9-yl-8-[2-hydroxyethyl-(6-oxo-6-undecoxyhexyl)amino]octanoate